(rac)-tert-butyl 2-(4-((2-methoxyquinolin-3-yl)methyl)phenyl)-2-methyl-5-oxopyrrolidine-1-carboxylate COC1=NC2=CC=CC=C2C=C1CC1=CC=C(C=C1)[C@@]1(N(C(CC1)=O)C(=O)OC(C)(C)C)C |r|